FC(CN1N=CC=2C1=NC(=CN2)N2CCC1(CCN(C1=O)C=1N(C(=CC(C1)=O)C(F)(F)F)C)CC2)F 8-[1-(2,2-difluoroethyl)pyrazolo[3,4-b]pyrazin-6-yl]-2-[1-methyl-4-oxo-6-(trifluoromethyl)pyridin-2-yl]-2,8-diazaspiro[4.5]decan-1-one